ClC1=C(C=C2C(=NNC2=C1)C1=CC(=NC=C1)OC)C1C[C@@H]2[C@@H](CN(C2)C2S(CCCC2)(=O)=O)C1 ((3aR,5s,6aS)-5-(6-chloro-3-(2-methoxypyridin-4-yl)-1H-indazol-5-yl)hexahydrocyclopenta[c]pyrrol-2(1H)-yl)tetrahydro-2H-thiopyran 1,1-dioxide